N-[2-(5-(2,3-dimethyl-phenyl)-2,6-dioxo-3-{2-oxo-2-[4-(2-oxo-1,2,4,5-tetrahydro-benzo[d][1,3]diazepin-3-yl)-piperidin-1-yl]-ethyl}-3,6-dihydro-2H-pyrimidin-1-yl)-ethyl]-acetamid CC1=C(C=CC=C1C)C1=CN(C(N(C1=O)CCNC(C)=O)=O)CC(N1CCC(CC1)N1C(NC2=C(CC1)C=CC=C2)=O)=O